N-(trimethylsilyl)-2,2,3,3-tetrachloro-3-fluoropropionamide C[Si](NC(C(C(F)(Cl)Cl)(Cl)Cl)=O)(C)C